[7-(dimethylamino)-4-nitrophenothiazin-3-ylidene]-dimethylammonium chloride [Cl-].CN(C=1C=C2SC3=C(C(C=CC3=NC2=CC1)=[N+](C)C)[N+](=O)[O-])C